1-(4-chlorophenyl)-N-((1R,2R)-1-(8-fluoro-2,3-dihydrobenzo[b][1,4]dioxin-6-yl)-1-hydroxy-3-(pyrrolidin-1-yl)propan-2-yl)pyrrolidine-3-carboxamide ClC1=CC=C(C=C1)N1CC(CC1)C(=O)N[C@@H]([C@H](O)C1=CC2=C(OCCO2)C(=C1)F)CN1CCCC1